2-amino-5-(4-chloro-3-fluorophenyl)-4-oxo-4,5-dihydrofuran-3-yl-5-d phenylmethanesulfonate C1(=CC=CC=C1)CS(=O)(=O)OC1=C(OC(C1=O)([2H])C1=CC(=C(C=C1)Cl)F)N